COC(CCN1CCC(CC1)CCN1N=C2N(C(=NC(=C2C2=CC(=NC(=C2)C)C)C2=CC=CC=C2)N)C1=O)=O 3-[4-[2-[5-amino-8-(2,6-dimethyl-4-pyridinyl)-3-oxo-7-phenyl-[1,2,4]triazolo[4,3-c]pyrimidin-2-yl]ethyl]-1-piperidinyl]propionic acid methyl ester